1-methyl-4-(4-nitro-2-(trifluoromethyl)phenylhydroxy)piperidine (1R,3S)-3-(3-{[(2-methoxypyridin-4-yl)acetyl]amino}-1H-pyrazol-5-yl)cyclopentyltetrahydro-2H-pyran-4-ylcarbamate COC1=NC=CC(=C1)CC(=O)NC1=NNC(=C1)[C@@H]1C[C@@H](CC1)N(C(O)=O)C1CCOCC1.CN1CCC(CC1)OC1=C(C=C(C=C1)[N+](=O)[O-])C(F)(F)F